ClC1=CC=C2C(=N1)C=NN2C 5-chloro-1-methyl-pyrazolo[4,3-b]pyridine